piperidin-4-ylamine hydrochloride Cl.N1CCC(CC1)N